2-methyl-3-propionylnaphthalene CC1=CC2=CC=CC=C2C=C1C(CC)=O